naphthalen-2-ol bisformate C(=O)O.C(=O)O.C1=C(C=CC2=CC=CC=C12)O